SCCCS(=O)(=O)[O-].[K+] potassium 3-mercaptopropanesulfonate